((3-(1-((5-Methylfuran-2-yl)methyl)piperidine-4-carboxamido)-5-(trifluoromethyl)phenyl)-carbamoyl)(3-(pyridin-2-ylmethyl)-1,2,3-oxadiazol-3-ium-5-yl)amide CC1=CC=C(O1)CN1CCC(CC1)C(=O)NC=1C=C(C=C(C1)C(F)(F)F)NC(=O)[N-]C1=C[N+](=NO1)CC1=NC=CC=C1